C(=CCCCCCCCCCCCCCC(C)C)C1C(=O)OC(C1)=O i-octadecenylsuccinic anhydride